1-((ethoxycarbonyl)oxy)ethyl (2S)-2-(2-(benzofuran-6-carbonyl)-5,7-dichloro-1,2,3,4-tetrahydroisoquinoline-6-carboxamido)-3-(3-(methylsulfonyl)phenyl)propanoate O1C=CC2=C1C=C(C=C2)C(=O)N2CC1=CC(=C(C(=C1CC2)Cl)C(=O)N[C@H](C(=O)OC(C)OC(=O)OCC)CC2=CC(=CC=C2)S(=O)(=O)C)Cl